O1C=CC=2C=NC=C(C21)N(C2CCN(CC2)CC(=O)N2[C@@H](CCC2)C#N)C (2S)-1-[2-[4-[furo[3,2-c]pyridin-7-yl-(methyl)amino]-1-piperidinyl]acetyl]pyrrolidine-2-carbonitrile